FC(C1=NN(C(=C1)O)C)F 3-(difluoromethyl)-1-methyl-1H-pyrazol-5-ol